6-(Piperidin-4-yl)-dihydropyrimidine-2,4(1H,3H)-dione 2,2,2-trifluoroacetate FC(C(=O)O)(F)F.N1CCC(CC1)C1CC(NC(N1)=O)=O